tert-Butyl 5-(N-(tert-butoxycarbonyl)-N-cyclopropylsulfamoyl)-1-methoxyisoindoline-2-carboxylate C(C)(C)(C)OC(=O)N(S(=O)(=O)C=1C=C2CN(C(C2=CC1)OC)C(=O)OC(C)(C)C)C1CC1